6-[(2,5-Dioxopyrrolidin-1-yl)oxy]-N-(3-[α-D-mannopyranosyl-(1→3)-[α-D-mannopyranosyl-(1→6)]-α-D-mannopyranosyl]propyl)-6-oxohexanamide O=C1N(C(CC1)=O)OC(CCCCC(=O)NCCC[C@@H]1[C@@H](O)[C@@H](O[C@@H]2[C@@H](O)[C@@H](O)[C@H](O)[C@H](O2)CO)[C@H](O)[C@H](O1)CO[C@@H]1[C@@H](O)[C@@H](O)[C@H](O)[C@H](O1)CO)=O